N1=CC=C(C=C1)C=1N=C(C2=C(N1)C=NC=C2)N2CCC1(CCN(C1)CCO)CC2 2-(8-(2-(pyridin-4-yl)pyrido[3,4-d]pyrimidin-4-yl)-2,8-diazaspiro[4.5]decan-2-yl)ethan-1-ol